COC1=CC=C(C=C1)C1COC2=C(O1)C=CC=C2 2-(4-methoxyphenyl)-2,3-dihydrobenzo[b][1,4]dioxin